C1(CC1)C#C[C@@]1(N(C(NC2=CC(=CC=C12)CC1=C(N=C(NC1=O)C)C)=O)CC)C(F)(F)F (S)-4-(cyclopropylethynyl)-7-((2,4-dimethyl-6-oxo-1,6-dihydropyrimidin-5-yl)methyl)-3-ethyl-4-(trifluoromethyl)-3,4-dihydroquinazolin-2(1H)-one